1-[2-chloro-4-[[5-(2,3-difluoro-4-methoxy-phenyl)-1-methyl-imidazole-2-carbonyl]amino]benzoyl]-N-[rac-(1S,5R)-3-azabicyclo[3.1.0]hexan-6-yl]piperidine-4-carboxamide ClC1=C(C(=O)N2CCC(CC2)C(=O)NC2[C@H]3CNC[C@@H]23)C=CC(=C1)NC(=O)C=1N(C(=CN1)C1=C(C(=C(C=C1)OC)F)F)C |r|